NC1=C(C(=NC(=C1)Cl)N(CCCCN(C(OC(C)(C)C)=O)C)C)[N+](=O)[O-] tert-Butyl {4-[(4-amino-6-chloro-3-nitropyridin-2-yl)(methyl)amino]butyl}methylcarbamate